2,4-dichloro-5,6,7,8-tetrahydroquinazoline ClC1=NC=2CCCCC2C(=N1)Cl